1-(5-chloro-2-(trifluoromethyl)pyridin-4-yl)cyclopropanol ClC=1C(=CC(=NC1)C(F)(F)F)C1(CC1)O